5-(tert-butoxycarbonyl)-1-((2-(trimethylsilyl)ethoxy)methyl)-4,5,6,7-tetrahydro-1H-pyrazolo[4,3-c]pyridine-3-carboxylic acid C(C)(C)(C)OC(=O)N1CC2=C(CC1)N(N=C2C(=O)O)COCC[Si](C)(C)C